Cl.NCC1=C(C(=CC=C1Br)Cl)SC1=NC=CC=C1CO (2-{[2-(aminomethyl)-3-bromo-6-chlorophenyl]sulfanyl}pyridin-3-yl)methanol HCl salt